[Br-].C(C)OC(=O)C1=CC=C(OCCCCCC[N+]2=CC=CC=C2)C=C1 1-(6-(4-(ethoxycarbonyl)phenoxy)hexyl)pyridin-1-ium bromide